(3aR,5S,6R,6aR)-5-((R)-2,2-dimethyl-1,3-dioxolan-4-yl)-2,2-dimethyltetrahydrofuro[2,3-d][1,3]Dioxolan-6-ol CC1(OC[C@@H](O1)[C@@H]1[C@H]([C@@H]2[C@@H](OC(O2)(C)C)O1)O)C